C(C)[C@@H]1N(C[C@H](N(C1)C(CC)C=1C=NC(=CC1)C(F)(F)F)CC)C=1C2=C(N(C(N1)=O)C)C=CC(=N2)C#N 4-((2S,5R)-2,5-diethyl-4-(1-(6-(trifluoromethyl)pyridin-3-yl)propyl)piperazin-1-yl)-1-methyl-2-oxo-1,2-dihydropyrido[3,2-d]pyrimidine-6-carbonitrile